8-(4-((4-(2-(2,6-dioxopiperidin-3-yl)-1,3-dioxoisoindoline-5-yl)piperazin-1-yl)methyl)piperidin-1-yl)-9-ethyl-6,6-dimethyl-11-oxo-6,11-dihydro-5H-benzo[b]carbazole O=C1NC(CCC1N1C(C2=CC=C(C=C2C1=O)N1CCN(CC1)CC1CCN(CC1)C=1C(=CC2=C(C(C=3NC4=CC=CC=C4C3C2=O)(C)C)C1)CC)=O)=O